1-((1s,3s)-3-((5-(imidazo[1,2-b]pyridazin-6-yl)-7H-pyrrolo[2,3-d]pyrimidin-2-yl)amino)-1-methylcyclobutyl)pyrrolidin-2-one N=1C=CN2N=C(C=CC21)C2=CNC=1N=C(N=CC12)NC1CC(C1)(C)N1C(CCC1)=O